C1(CC1)C1=C(C(=NO1)C1=C(C=CC=C1Cl)Cl)CO[C@H]1[C@@H]2CN([C@H](C1)C2)C2=CC=C(C(=O)O)C=C2 4-[(1S,4S,5R)-5-[5-cyclopropyl-3-(2,6-dichlorophenyl)-1,2-oxazol-4-yl]methoxy-2-azabicyclo[2.2.1]heptan-2-yl]benzoic acid